C1=CC(=C(C=C1C2=CC(=O)C3=C(C=C(C=C3O2)O[C@H]4[C@@H]([C@H]([C@@H]([C@H](O4)C(=O)[O-])O)O)O[C@H]5[C@@H]([C@H]([C@@H]([C@H](O5)C(=O)[O-])O)O)O)O)O)[O-] The molecule is a flavonoid oxoanion that is a trianionic form of luteolin 7-O-[(beta-D-glucosiduronate)-(1->2)-(beta-D-glucosiduronate)]. It is the major microspecies at pH 7.3 (according to Marvin v 6.2.0.). It is a carbohydrate acid derivative anion and a flavonoid oxoanion. It is a conjugate base of a luteolin 7-O-[(beta-D-glucosiduronate)-(1->2)-(beta-D-glucosiduronate)].